1-(3-fluoropyrrolidin-1-yl)ethan-1-one FC1CN(CC1)C(C)=O